6-(2-(1H-indol-5-yl)thieno[3,2-d]pyrimidin-4-yl)-2-methylquinoline-4,6-diamine N1C=CC2=CC(=CC=C12)C=1N=C(C2=C(N1)C=CS2)C2(CC=1C(=CC(=NC1C=C2)C)N)N